COC=1C=C(C=CC1)C1(CC1)NCCC(=O)N1CC2CCC(C1)N2C2=NC=C(C#N)C=C2 6-(3-(3-((1-(3-methoxyphenyl)cyclopropyl)amino)propanoyl)-3,8-diazabicyclo[3.2.1]octan-8-yl)nicotinonitrile